N-(1-methylpiperidin-4-yl)-2-[4-(prop-2-enamido)quinolin-6-yl]-1,3-thiazole-4-carboxamide CN1CCC(CC1)NC(=O)C=1N=C(SC1)C=1C=C2C(=CC=NC2=CC1)NC(C=C)=O